N-[trans-4-(4-{imidazo[1,2-a]pyridin-6-yl}benzenesulfonyl)cyclohexyl]-4-[(trifluoromethyl)sulfanyl]aniline N=1C=CN2C1C=CC(=C2)C2=CC=C(C=C2)S(=O)(=O)[C@@H]2CC[C@H](CC2)NC2=CC=C(C=C2)SC(F)(F)F